(R)-N-(5-((6-(3-(3-(2,5-difluorophenoxy)phenyl)isoxazolidin-2-yl)pyrimidin-4-yl)amino)-4-methoxy-2-(4-methylpiperazin-1-yl)phenyl)acrylamide FC1=C(OC=2C=C(C=CC2)[C@@H]2N(OCC2)C2=CC(=NC=N2)NC=2C(=CC(=C(C2)NC(C=C)=O)N2CCN(CC2)C)OC)C=C(C=C1)F